ClC=1C=CC(=C(C1)C1C(N(C2=CC(=CC=C12)C(F)(F)F)O)=O)OC (-)-3-(5-chloro-2-methoxyphenyl)-1,3-dihydro-hydroxy-6-(trifluoromethyl)-2H-indol-2-one